[Si].[Fe] IRON-SILICON